O1[C@H](COCC1)COC1=NN=C(S1)NC(=O)C=1C=NC(=CC1C1=CC(=NC=C1OC)Cl)C (R)-N-(5-((1,4-dioxan-2-yl)methoxy)-1,3,4-thiadiazol-2-yl)-2'-chloro-5'-methoxy-6-methyl-(4,4'-bipyridine)-3-carboxamide